4-((2-(4-Isopropylpiperidin-1-yl)pyrimidin-5-yl)amino)adamantan-1-carboxamide C(C)(C)C1CCN(CC1)C1=NC=C(C=N1)NC1C2CC3(CC(CC1C3)C2)C(=O)N